Cl.NC(C(=O)N1CCN(CC1)C(=O)NC1=NC(N(C=C1)C1=CC=C(C=C1)OCC(C)N1CC2(CC2C1)CN)=O)(C)C 4-(2-Amino-2-methylpropanoyl)-N-(1-(4-(2-(1-(aminomethyl)-3-azabicyclo[3.1.0]hexan-3-yl)propoxy)phenyl)-2-oxo-1,2-dihydropyrimidin-4-yl)piperazine-1-carboxamide Hydrochloride Salt